ClC1=NC=C(C(=C1)N1CC(CCC1)CF)C#CC=1C=NN(C1)C 2-chloro-4-(3-(fluoromethyl)piperidin-1-yl)-5-((1-methyl-1H-pyrazol-4-yl)ethynyl)pyridine